C12C(C(C(C(C1C(=O)O)C(=O)O)C=C2)C(=O)O)C(=O)O bicyclo[2.2.2]octa-7-ene-2,3,5,6-tetracarboxylic acid